6'-{8-hydroxy-1,4-dioxaspiro[4.5]decan-8-yl}-1-methyl-1,6-dihydro-[2,3'-bipyridin]-6-one OC1(CCC2(OCCO2)CC1)C1=CC=C(C=N1)C=1N(C(C=CC1)=O)C